ClC1=C(C(=O)N(CCC2OCC2)C2CC2)C=C(C=N1)C=1C=NN(C1)C1=C(C=C(C=C1Cl)C(C(F)(F)F)(C(F)(F)F)F)Cl 2-chloro-N-cyclopropyl-5-(1-(2,6-dichloro-4-(perfluoropropan-2-yl)phenyl)-1H-pyrazol-4-yl)-N-(2-(oxetan-2-yl)ethyl)nicotinamide